2-O-hydroxyisobutyl-3-O-(2-hydroxyhexadecyl)ascorbic acid OOC=1C(=O)O[C@@](C1OCC(CCCCCCCCCCCCCC)O)([C@@H](O)CO)CC(C)C